N-(4-Fluoro-5-((4-oxo-4,5-dihydro-3H-spiro[furo[3,4-c]pyridine-1,3'-piperidin]-1'-yl)methyl)thiazol-2-yl)acetamide FC=1N=C(SC1CN1CC2(CCC1)OCC=1C(NC=CC12)=O)NC(C)=O